Tert-butyl (1-isopropyl-7-methoxy-1H-indazol-6-yl)carbamate C(C)(C)N1N=CC2=CC=C(C(=C12)OC)NC(OC(C)(C)C)=O